CC=1N(C(=CN1)[Sn](CCCC)(CCCC)CCCC)C methyl-1-methyl-5-(tributylstannyl)imidazole